NC1=C2C(=NC=N1)N(N=C2C2=CC=C(C=C2)OC2=CC=CC=C2)[C@H]2[C@H](CN(CC2)CC=2C=C1C(N(C(C1=CC2F)=O)C2C(NC(CC2)=O)=O)=O)F 5-(((3S,4R)-4-(4-amino-3-(4-phenoxyphenyl)-1H-pyrazolo[3,4-d]pyrimidin-1-yl)-3-fluoropiperidin-1-yl)methyl)-2-(2,6-dioxopiperidin-3-yl)-6-fluoroisoindoline-1,3-dione